OCC1=CC(C(=CO1)OC(=O)C=1NC=C(C1)C1=CC=C(C=C1)Cl)=O 4-(4-Chlorophenyl)-1H-pyrrole-2-carboxylic acid 6-(hydroxymethyl)-4-oxo-4H-pyran-3-yl ester